ClC1=C(C=CC(=C1)C(F)(F)F)C1=CC=C(C=C1)C(=O)NC1=CC(=C(C=C1)O)NS(=O)(=O)CC 2'-chloro-N-(3-(ethylsulfonamido)-4-hydroxyphenyl)-4'-(trifluoromethyl)-[1,1'-biphenyl]-4-carboxamide